(E)-3-(5-(((1-(3-Cyano-4-(4-cyano-3-fluorophenyl)-5-(1H-indazol-6-yl)pyridin-2-yl)piperidin-4-yl)amino)methyl)pyridin-2-yl)-N-hydroxyacrylamide formate C(=O)O.C(#N)C=1C(=NC=C(C1C1=CC(=C(C=C1)C#N)F)C1=CC=C2C=NNC2=C1)N1CCC(CC1)NCC=1C=CC(=NC1)/C=C/C(=O)NO